C(#N)C(C(=O)OCCCC)=C(C1=CC=C(C=C1)OC)C butyl α-cyano-β-methyl-p-methoxy-cinnamate